N[C@@H]1CN(CC[C@H]1F)C1=NC2=C(N1CC1=NC=C(C#N)C=C1)C=CC=C2 6-((2-((3R,4R)-3-Amino-4-fluoropiperidin-1-yl)-1H-benzo[d]imidazol-1-yl)methyl)nicotinonitril